2'-O-methyl-5-methyluridine-3'-phosphorodithioate P(O)(=S)(S)O[C@H]1[C@H]([C@@H](O[C@@H]1CO)N1C(=O)NC(=O)C(=C1)C)OC